3-(1-methyl-7-(2-(4-((1-methyl-1H-pyrazol-4-yl)sulfonyl)piperazin-1-yl)-2-oxo-ethoxy)-1H-indazol-3-yl)piperidine-2,6-dione CN1N=C(C2=CC=CC(=C12)OCC(=O)N1CCN(CC1)S(=O)(=O)C=1C=NN(C1)C)C1C(NC(CC1)=O)=O